FC=1C(=NC(=CC1)C1CCOCC1)CC(=O)OCC ethyl 2-(3-fluoro-6-(tetrahydro-2H-pyran-4-yl)pyridin-2-yl)acetate